2-(2-(4-(((S)-4-propenoyl-2-methylpiperazin-1-yl)-6-fluoro-1-(2-isopropyl-4-methylpyridin-3-yl)-2-oxo-1,2-dihydropyrido[2,3-d]pyrimidin-7-yl)-3-fluorophenoxy)ethoxy)acetic acid C(C=C)(=O)N1C[C@@H](N(CC1)C=1C2=C(N(C(N1)=O)C=1C(=NC=CC1C)C(C)C)N=C(C(=C2)F)C2=C(C=C(OCCOCC(=O)O)C=C2)F)C